2-AMINOCARBONYLPHENYLBORONIC ACID NC(=O)C1=C(C=CC=C1)B(O)O